1-((4-isopropyl-6-(4,4,5,5-tetramethyl-1,3,2-dioxaborolan-2-yl)quinolin-3-yl)methyl)pyrrolidin-2-one C(C)(C)C1=C(C=NC2=CC=C(C=C12)B1OC(C(O1)(C)C)(C)C)CN1C(CCC1)=O